ClC1=C(C=CC(=C1I)F)N(C(O)=O)S(=O)(=O)N1CC(C1)OC (2-chloro-4-fluoro-3-iodophenyl)((3-methoxyazetidin-1-yl)sulfonyl)carbamic acid